[O-]S(=O)(=O)C(F)(F)F.COC=1C=C(C=CC1OC)[S+](C)C (3,4-dimethoxyphenyl)dimethyl-sulfur triflate